bicyclo[2.2.1]-5-heptene-2-carboxylic acid ethyl ester C(C)OC(=O)C1C2C=CC(C1)C2